5-bromo-6-fluoro-3,3-dimethylindolin-2-one BrC=1C=C2C(C(NC2=CC1F)=O)(C)C